[1,3,2]diazaborinine N1=BN=CC=C1